I.S1C(=C(C2=C1C=CC=C2)N)N Benzothiophenebis(amine) hydroiodide